NC1=C2N=CN(C2=NC(=N1)Cl)C1CCC(CC1)C(=O)NC=1SC2=C(N1)C=CC(=C2)OC 4-(6-amino-2-chloro-9H-purin-9-yl)-N-(6-methoxy-1,3-benzothiazol-2-yl)cyclohexanecarboxamide